(3R,4R)-4-fluoropyrrolidin-3-ol F[C@H]1[C@@H](CNC1)O